N-[6-(4-Cyano-benzylamino)-2-pyrrolidin-1-yl-pyridin-3-yl]-2-(3,5-difluoro-phenyl)-acetamide C(#N)C1=CC=C(CNC2=CC=C(C(=N2)N2CCCC2)NC(CC2=CC(=CC(=C2)F)F)=O)C=C1